1-(4-cyano-2-fluorophenyl)piperidin C(#N)C1=CC(=C(C=C1)N1CCCCC1)F